tert-Butyl N-{2-fluoro-3-[(5-methyl-1,3,4-oxadiazol-2-yl)(pyridin-4-yl)methyl]-6-nitrophenyl}carbamate FC1=C(C(=CC=C1C(C1=CC=NC=C1)C=1OC(=NN1)C)[N+](=O)[O-])NC(OC(C)(C)C)=O